F[C@@H]1CN(CC[C@@H]1NC1=NC=C(C=N1)C(F)(F)F)S(=O)(=O)C=1C=C(CN2CCC(CC2)C2=CC=C3C(=NN(C3=C2)C)N2C(NC(CC2)=O)=O)C=CC1 1-(6-(1-(3-(((3R,4S)-3-fluoro-4-((5-(trifluoromethyl)pyrimidin-2-yl)amino)-piperidin-1-yl)sulfonyl)benzyl)-piperidin-4-yl)-1-methyl-1H-indazol-3-yl)dihydropyrimidine-2,4(1H,3H)-dione